[C@H]12OC(C[C@@H]2C=CC1)=O (1S,5R)-2-oxabicyclo-[3.3.0]oct-6-en-3-one